BrC1=CC(=C(S1)CNC1C(NC(CC1)=O)=O)C(=O)OC(C)(C)C tert-butyl 5-bromo-2-(((2,6-dioxopiperidin-3-yl)amino)methyl)thiophene-3-carboxylate